2-((1r,2s)-1-(2-cyanophenyl)-1-(1-methyl-1H-pyrazol-4-yl)propan-2-yl)-5-hydroxy-N-(isoxazol-4-yl)-1-methyl-6-oxo-1,6-dihydropyrimidine-4-carboxamide C(#N)C1=C(C=CC=C1)[C@@H]([C@H](C)C=1N(C(C(=C(N1)C(=O)NC=1C=NOC1)O)=O)C)C=1C=NN(C1)C